7-{3-[(6-aminopyridin-3-yl)carbamoyl]azetidin-1-yl}-5-methyl-4-oxo-1-(1,2,4-thiadiazol-5-yl)-1,4-dihydro-1,8-naphthyridine-3-carboxylic acid NC1=CC=C(C=N1)NC(=O)C1CN(C1)C1=CC(=C2C(C(=CN(C2=N1)C1=NC=NS1)C(=O)O)=O)C